4-(3-(2-bromophenyl)piperazin-1-yl)-2-chloro-6-isopropylpyrimidine BrC1=C(C=CC=C1)C1CN(CCN1)C1=NC(=NC(=C1)C(C)C)Cl